Benzo[d][1,3]dioxole-5-carboxamide hydrochloride Cl.O1COC2=C1C=CC(=C2)C(=O)N